S1C(=CC=C1)C1=CC=C(C=C1)C(C(CCCCCC)=NO)=O 1-(4-thiophenylphenyl)-octane-1,2-dione-2-oxime